N(=[N+]=[N-])CCCN1C(C(=CC2=C1N=CN=C2N[C@H](C)C=2C=C(C=CC2)C(C2CCN(CC2)C(=O)OC(C)(C)C)(F)F)C2(CC2)C#N)=O tert-butyl (R)-4-((3-(1-((8-(3-azidopropyl)-6-(1-cyanocyclopropyl)-7-oxo-7,8-dihydropyrido[2,3-d]pyrimidin-4-yl)amino)ethyl)phenyl)difluoromethyl)piperidine-1-carboxylate